tert-butyl 2-(2-(2-(2-(4-(N,N-bis(4-methoxybenzyl)sulfamoyl)-1H-pyrazol-1-yl)-2-methylpropoxy)pyridin-4-yl)-4-(difluoromethoxy)-6-isopropylphenyl)-acetate COC1=CC=C(CN(S(=O)(=O)C=2C=NN(C2)C(COC2=NC=CC(=C2)C2=C(C(=CC(=C2)OC(F)F)C(C)C)CC(=O)OC(C)(C)C)(C)C)CC2=CC=C(C=C2)OC)C=C1